FC(C1=C(C=NC=C1)CN1CCN(CC1)C(=O)OC=1C=NC=C(C1)F)(F)F 5-Fluoropyridin-3-yl 4-((4-(trifluoromethyl) pyridin-3-yl) methyl)piperazine-1-carboxylate